N2-phosphinyl-guanidine chromium(III) trichloride [Cl-].[Cl-].[Cl-].[Cr+3].[PH2](=O)N=C(N)N